6,11-bis-((triisopropylsilyl)ethynyl)tetracene-2-carboxylic acid C(C)(C)[Si](C(C)C)(C(C)C)C#CC1=C2C=C3C=CC(=CC3=CC2=C(C2=CC=CC=C12)C#C[Si](C(C)C)(C(C)C)C(C)C)C(=O)O